CC1=CC=C(C=C1)NC1=CC=C(C#N)C=C1 4-(4-methylphenyl)aminobenzonitrile